[Br-].C(CCCCCCCCCCCCCCCCCCCCCCC)O tetracosanol bromide